(S)-1-amino-2-(1-(but-2-ynoyl)piperidin-2-yl)-4-(4-((4-iodopyridin-2-yl)carbamoyl)phenyl)-1H-imidazole-5-carboxamide NN1C(=NC(=C1C(=O)N)C1=CC=C(C=C1)C(NC1=NC=CC(=C1)I)=O)[C@H]1N(CCCC1)C(C#CC)=O